(5S)-5-methyl-2-[6-(propan-2-ylamino)pyridin-3-yl]-6,7-dihydro-5H-pyrazolo[5,1-b][1,3]oxazine-3-carboxylic acid ethyl ester C(C)OC(=O)C=1C(=NN2C1O[C@H](CC2)C)C=2C=NC(=CC2)NC(C)C